Tert-butyl (7-bromo-1H-indol-3-yl)carbamate BrC=1C=CC=C2C(=CNC12)NC(OC(C)(C)C)=O